ClC=1C(=C(C=CC1Cl)NC1=NC=NC2=CC(=C(C=C12)C1CN(C1)C(C=C)=O)OCCN1CCN(CC1)C)F 1-(3-(4-((3,4-dichloro-2-fluorophenyl)amino)-7-(2-(4-methylpiperazin-1-yl)ethoxy)quinazolin-6-yl)azetidin-1-yl)prop-2-en-1-one